CC=1C=C2C(C=C(SC2=C(C1)[C@@H](C)NC1=CC=CC=C1)N1CCCCC1)=O (R)-6-methyl-8-(1-(phenylamino)ethyl)-2-(piperidin-1-yl)-4H-thiochromen-4-one